(E)-3-(4-((trans,trans)-4'-pentyl-[1,1'-bi(cyclohexane)]-4-yl)phenyl)acrylic acid C(CCCC)C1CCC(CC1)C1CCC(CC1)C1=CC=C(C=C1)/C=C/C(=O)O